C(C1=CC=CC=C1)NC(C(C)N1C(C(CC1=O)N(C)C)=O)=O N-benzyl-2-(3-(dimethylamino)2,5-dioxopyrrolidin-1-yl)propanamide